6-benzyl-2-cyclopropyl-8-fluoro-N-[2-(4-isopropyl-4H-1,2,4-triazol-3-yl)thiazol-4-yl]-5,6-dihydro-4H-benzo[b]imidazo[1,2-d][1,4]diazepine-9-carboxamide C(C1=CC=CC=C1)N1C2=C(N3C(CC1)=NC(=C3)C3CC3)C=C(C(=C2)F)C(=O)NC=2N=C(SC2)C2=NN=CN2C(C)C